2-(5-(((1r,2s,3s,5s)-2-fluoro-8-azabicyclo[3.2.1]oct-3-yl)thio)pyrazin-2-yl)-5-(1H-imidazol-1-yl)phenol F[C@H]1[C@H]2CC[C@@H](C[C@@H]1SC=1N=CC(=NC1)C1=C(C=C(C=C1)N1C=NC=C1)O)N2